The molecule is a monocarboxylic acid anion that is the conjugate base of pantothenic acid, obtained by deprotonation of the carboxy group. It has a role as an algal metabolite. It is a conjugate base of a pantothenic acid. CC(C)(CO)C(C(=O)NCCC(=O)[O-])O